IC1=CC(=C(C(=O)O)C=C1)N1CC(C2(CC2)CC1)OC 4-iodo-2-(4-methoxy-6-azaspiro[2.5]oct-6-yl)benzoic acid